ICCCCCCCCCOC 1-iodo-9-methoxynonane